OC[C@H]1N(CCC1)CCCOCCOCCOCCOCC(=O)OCC ethyl 15-[(2S)-2-(hydroxymethyl)pyrrolidin-1-yl]-3,6,9,12-tetraoxapentadecanoate